(3aS,3a'S,8aR,8a'R)-2,2'-isopropylidenebis(3a,8a-dihydro-8H-indeno[1,2-d]oxazole) C(C)(C)(C=1O[C@H]2[C@@H](N1)C=1C=CC=CC1C2)C=2O[C@H]1[C@@H](N2)C=2C=CC=CC2C1